((1R,5S)-8-(4-cyano-6-methylpyrimidin-2-yl)-8-azabicyclo[3.2.1]oct-3-yl)carbamic acid tert-butyl ester C(C)(C)(C)OC(NC1C[C@H]2CC[C@@H](C1)N2C2=NC(=CC(=N2)C#N)C)=O